5-((2,6-diethyl-3,4-dihydroquinolin-1(2H)-yl)sulfonyl)-2-(1-hydroxy-2-morpholinoethyl)benzyl Acetate C(C)(=O)OCC1=C(C=CC(=C1)S(=O)(=O)N1C(CCC2=CC(=CC=C12)CC)CC)C(CN1CCOCC1)O